N,N-dimethyl-methacrylamide Methacrylate C(C(=C)C)(=O)O.CN(C(C(=C)C)=O)C